4-(4-aminopyrimidin-2-yl)thiomorpholine 1,1-dioxide NC1=NC(=NC=C1)N1CCS(CC1)(=O)=O